NCC1CCN(CC1)C(C(=O)NC(C([2H])([2H])[2H])(C)C)([2H])[2H] 2-[4-(aminomethyl)-1-piperidyl]-2,2-dideuterio-N-(2,2,2-trideuterio-1,1-dimethyl-ethyl)acetamide